tert-butyl 8-(6-(N-(4,4-difluorocyclohexyl)sulfamoyl)benzo[d]thiazol-2-yl)-3,8-diazabicyclo[3.2.1]octane-3-carboxylate FC1(CCC(CC1)NS(=O)(=O)C1=CC2=C(N=C(S2)N2C3CN(CC2CC3)C(=O)OC(C)(C)C)C=C1)F